CC(C)C1CCC(=C)CC1 The molecule is a monoterpene consisting of methylenecyclohexane having an isopropyl substituent at the 4-position. It derives from a hydride of a p-menthane.